C(C1=CC=CC=C1)OC1=C(C(=O)N2CC3=CC=C(C=C3C2)C(=O)NC)C(=CC(=C1C)O)O 2-(2-(Benzyloxy)-4,6-dihydroxy-3-methylbenzoyl)-N-methylisoindoline-5-carboxamide